1-morpholinoisoquinoline-3-carboxylic acid O1CCN(CC1)C1=NC(=CC2=CC=CC=C12)C(=O)O